benzyl N-[(1S)-1-(dicyclopropylmethyl)-2-[[2-[(5-fluoro-2-methoxy-3-pyridyl)methyl]thiazol-5-yl]amino]-2-oxo-ethyl]carbamate C1(CC1)C([C@@H](C(=O)NC1=CN=C(S1)CC=1C(=NC=C(C1)F)OC)NC(OCC1=CC=CC=C1)=O)C1CC1